ClC1=NC=CC2=C1C(=NN2C(C)C)C2=NOC(=C2I)C2CC2 3-(4-chloro-1-isopropyl-pyrazolo[4,3-c]pyridin-3-yl)-5-cyclopropyl-4-iodo-isoxazole